C(C)C=1C(=CC2=C(N(C(N2)=O)[C@H]2CNCCC2)C1)C=1C=C(C=2N(C1)N=CN2)OC (R)-6-ethyl-5-(8-methoxy-[1,2,4]triazolo[1,5-a]pyridin-6-yl)-1-(piperidin-3-yl)-1,3-dihydro-2H-benzo[d]imidazol-2-one